CC=1C=C(C=CC1)C1=NN2C(NCC(C2)CO)=C1C=1C=CC(N(N1)C1=C(C=CC=C1)C)=O (+)-6-[2-(3-methylphenyl)-6-(hydroxymethyl)-4,5,6,7-tetrahydropyrazolo[1,5-a]pyrimidin-3-yl]-2-(2-methylphenyl)pyridazin-3(2H)-one